ClC1=CC=C(C=C1)C=1C=C(C(N(N1)C=1C=NN(C1)C)=O)C(=O)N[C@H](CO)C (S)-6-(4-Chlorophenyl)-N-(1-hydroxypropan-2-yl)-2-(1-methyl-1H-pyrazol-4-yl)-3-oxo-2,3-dihydropyridazine-4-carboxamide